4-(2-fluoro-4-(6-(((1s,2s,3r,5r)-2-fluoro-9-azabicyclo[3.3.1]non-3-yl)oxy)pyridazin-3-yl)-5-hydroxyphenyl)-1-methylpyridin-2(1H)-one FC1=C(C=C(C(=C1)C=1N=NC(=CC1)O[C@H]1[C@H]([C@@H]2CCC[C@H](C1)N2)F)O)C2=CC(N(C=C2)C)=O